3-ethyl-4-formyl-1,2,5-oxadiazole 2-oxide C(C)C1=[N+](ON=C1C=O)[O-]